(Z)-3-Hexenyl 9-decenoate C(CCCCCCCC=C)(=O)OCC\C=C/CC